C1(CCCC1)C(C(=O)OC1C[N+](CC1)(C)C)(C1=CC=CC=C1)O (1,1-dimethylpyrrolidin-1-ium-3-yl) 2-cyclopentyl-2-hydroxy-2-phenylacetate